C(C)(C)(C)OC(=O)N1CC(C1)CN1CC(C1)N1CCC(CC1)[C@@H]1CCNC=2N1N=C(C2C(N)=O)C2=CC=C(C=C2)OC2=CC=CC=C2 (S)-3-((3-(4-(3-carbamoyl-2-(4-phenoxyphenyl)-4,5,6,7-tetrahydropyrazolo[1,5-a]pyrimidin-7-yl)piperidin-1-yl)azetidin-1-yl)methyl)azetidine-1-carboxylic acid tert-butyl ester